C[C@@H]1O[C@@H](CN(C1)C1=CC(NN=C1)=O)C 5-(cis-2,6-dimethylmorpholino)pyridazin-3(2H)-one